6-nitro-1,2-benzisoxazole-3-methanol [N+](=O)([O-])C1=CC2=C(C(=NO2)CO)C=C1